1-ethyl-3-((1r,4r)-1'-(methyl-d3)-2'-oxo-5'-((8-(trifluoromethyl)quinolin-2-yl)amino)-1',2'-dihydrospiro[cyclohexane-1,3'-pyrrolo[2,3-c]pyridin]-4-yl)urea C(C)NC(=O)NC1CCC2(C(N(C3=CN=C(C=C32)NC3=NC2=C(C=CC=C2C=C3)C(F)(F)F)C([2H])([2H])[2H])=O)CC1